O1C(=CC=C1)/C=C(/C(=O)OC)\C methyl (E)-3-(furan-2-yl)-2-methylacrylate